FC1=C(C=C(C=C1)F)NC1=NC(=NC(=C1)N1N=C(C=C1C)C)N N4-(2,5-Difluorophenyl)-6-(3,5-dimethyl-1H-pyrazol-1-yl)pyrimidine-2,4-diamine